5-{3-[2-ethyl-4-(7H-pyrrolo[2,3-d]pyrimidin-4-yloxy)phenyl]-2,4-dioxo-1-imidazolidinyl}nicotinonitrile C(C)C1=C(C=CC(=C1)OC=1C2=C(N=CN1)NC=C2)N2C(N(CC2=O)C=2C=NC=C(C#N)C2)=O